C1(CC1)COC=1C=C(/C=C/C2=CC=C3CCC(C3=C2)=O)C=CC1OC(F)F (E)-6-(3-(cyclopropylmethoxy)-4-(difluoromethoxy)styryl)-2,3-dihydro-1H-inden-1-one